BrC1=CC=2N(C=C1C)C=CN2 7-bromo-6-methylimidazo[1,2-a]pyridine